4-[4-methoxy-6-[(3R)-3-methylmorpholin-4-yl]pyrimidin-2-yl]-1H-indole COC1=NC(=NC(=C1)N1[C@@H](COCC1)C)C1=C2C=CNC2=CC=C1